C(C)C1=NC(=CC2=C1NC1=CC=CC=C21)C(=O)OC methyl 1-ethyl-9H-pyrido[3,4-b]indole-3-carboxylate